(S)-3-Hydroxy-1-methyl-3-(2-(3-(4,4,5,5-tetramethyl-1,3,2-dioxaborolan-2-yl)phenyl)thiazol-4-yl)pyrrolidin-2-one O[C@]1(C(N(CC1)C)=O)C=1N=C(SC1)C1=CC(=CC=C1)B1OC(C(O1)(C)C)(C)C